2-(benzo[d][1,3]dioxol-5-yl)-4,6-bis(trichloromethyl)-1,3,5-triazine O1COC2=C1C=CC(=C2)C2=NC(=NC(=N2)C(Cl)(Cl)Cl)C(Cl)(Cl)Cl